5-[4-fluoro-5-(1H-pyrrolo[2,3-c]pyridin-2-yl)pyridin-2-yl]-N-methyl-pyridin-2-amine FC1=CC(=NC=C1C1=CC=2C(=CN=CC2)N1)C=1C=CC(=NC1)NC